C1CCC12CCC(CC2)CN2C[C@@H](C([C@@H](C2)O)O)O (3S,4r,5R)-1-(spiro[3.5]nonan-7-ylmethyl)piperidine-3,4,5-triol